1-(3,3-difluoropropyl)-1H-pyrazolo[3,4-b]pyridin-6-amine FC(CCN1N=CC=2C1=NC(=CC2)N)F